4-[(3-methoxypropyl)amino]-6-(phenylamino)-1,3,5-triazine-2-thiol COCCCNC1=NC(=NC(=N1)NC1=CC=CC=C1)S